C(N)(=O)C1=CC(=NC2=C1N=CN=C2N[C@H]2CC(CN(C2)C(=O)OC(C)(C)C)(F)F)Cl tert-butyl (5S)-5-({8-carbamoyl-6-chloropyrido[3,2-d]pyrimidin-4-yl}amino)-3,3-difluoropiperidine-1-carboxylate